ClC=1C(=CC(=C(C1)NC(=O)N1[C@@H]2CC[C@H]1CC=1C(=NC=C(C12)OCCCNC)F)F)C(F)(F)F (5R,8S)-N-(5-Chloro-2-fluoro-4-(trifluoromethyl)phenyl)-1-fluoro-4-(3-(methylamino)propoxy)-6,7,8,9-tetrahydro-5H-5,8-epiminocyclohepta[c]pyridine-10-carboxamide